2-(4-((cis-3-aminocyclobutyl)amino)-5,6,7,8-tetrahydrophthalazin-1-yl)-5-ethynylphenol N[C@H]1C[C@H](C1)NC1=NN=C(C=2CCCCC12)C1=C(C=C(C=C1)C#C)O